FC1(CN(C1)C(CN1C(N(C2=NC=C(C=C21)C2=CC(=C(C=C2)F)C(F)F)C)=O)=O)F 1-[2-(3,3-difluoroazetidin-1-yl)-2-oxo-ethyl]-6-[3-(difluoromethyl)-4-fluoro-phenyl]-3-methyl-imidazo[4,5-b]pyridin-2-one